C(#C)C1=CN=C2N1C=C(C=C2)C=2C=CC(=C(C2)N2OCC[C@H]2C2=CC=CC=C2)C (S)-N-(5-(3-ethynylimidazo[1,2-a]pyridin-6-yl)-2-methylphenyl)-3-phenylisoxazolidin